3-(1-isopropylimidazol-4-yl)-N-methyl-4-[[4-(trifluoromethyl)-2-pyridinyl]amino]benzenesulfonamide C(C)(C)N1C=NC(=C1)C=1C=C(C=CC1NC1=NC=CC(=C1)C(F)(F)F)S(=O)(=O)NC